(S)-4-(2-fluoro-4-(2-(methylsulfinyl)ethoxy)phenyl)-piperazine-1-carboxylic acid tert-butyl ester C(C)(C)(C)OC(=O)N1CCN(CC1)C1=C(C=C(C=C1)OCC[S@@](=O)C)F